3-(trimethoxysilylpropyl)-diethylenetriamine CO[Si](OC)(OC)CCCC(CN)NCCN